N-{1-[(2-hydroxyethoxy)methyl]cyclopropyl}-5-(1H-indole-2-carbonyl)-N-methyl-4H,5H,6H,7H-pyrazolo[1,5-a]pyrazine-3-carboxamide OCCOCC1(CC1)N(C(=O)C=1C=NN2C1CN(CC2)C(=O)C=2NC1=CC=CC=C1C2)C